C(C(=C)C)(=O)OCCC[Si](OC)(OC)OC r-(methacryloyloxy)propyl-trimethoxysilane